F/C=C(\CNC([O-])=O)/COC=1C=C2CCN(C(C2=CC1)=O)CC(NCC(F)(F)F)=O N-[(E)-3-fluoro-2-[[1-oxo-2-[2-oxo-2-(2,2,2-trifluoroethylamino)ethyl]-3,4-dihydroisoquinolin-6-yl]oxymethyl]allyl]carbamate